NC1=C(C(=NC(=C1F)C1=C(C(=C(C=C1)Cl)C)F)C(=O)O)Cl 4-Amino-3-chloro-6-(4-chloro-2-fluoro-3-methylphenyl)-5-fluoropyridin-2-carboxylic acid